benzyl 4-((6-bromo-4-hydroxyquinazolin-8-yl)sulfonyl)piperazine-1-carboxylate BrC=1C=C2C(=NC=NC2=C(C1)S(=O)(=O)N1CCN(CC1)C(=O)OCC1=CC=CC=C1)O